NC1=CC=C(C=C1)C(C1=CC=C(N)C=C1)C1=CC=C(C=C1)Cl 4-[(4-aminophenyl)(4-chlorophenyl)methyl]aniline